OCC1=CC=C2C=C(C=CN12)C(=O)O (3S)-3-(hydroxymethyl)indolizine-7-carboxylic acid